CS(=O)(=O)N1CCN(CC1)C1=CC=C2N=C3C(C4=C(C(C3=NC2=C1)=O)N=CC=C4)=O 9-(4-(Methylsulfonyl)piperazin-1-yl)-5,12-dioxo-5,12-dihydropyrido[2,3-b]phenazin